CC1=C(C(=C(C(=C1C)N)C)C)N 2,3,5,6-tetramethyl-1,4-diaminobenzene